N-[(2,5-dioxo-2,5-dihydro-1H-pyrrol-1-yl)acetyl]-L-alanyl-D-alanyl-L-asparagine O=C1N(C(C=C1)=O)CC(=O)N[C@@H](C)C(=O)N[C@H](C)C(=O)N[C@@H](CC(N)=O)C(=O)O